C(C)OC(N)=O carbamic acid (E)-ethyl ester